N2,N2-dimethyl-N5-(3-nitropyridin-2-yl)pyridine-2,5-diamine CN(C1=NC=C(C=C1)NC1=NC=CC=C1[N+](=O)[O-])C